C(CCC)[C@]1(CS(C2=C(N(C1)C1=CC=CC=C1)C=C(C(=C2)O)SC)(=O)=O)CC |r| racemic-3-butyl-3-ethyl-8-hydroxy-7-(methylthio)-5-phenyl-2,3,4,5-tetrahydro-1,5-benzothiazepine 1,1-dioxide